Tellurium-gold [Au].[Te]